ε-(γ-glutamyl)lysine N[C@@H](CCC(=O)C(CCC[C@H](N)C(=O)O)N)C(=O)O